N(=[N+]=[N-])CC1=CC(=CC(=N1)C=O)OC 6-(azidomethyl)-4-methoxypyridineformaldehyde